C(#N)C=1C=C(C=CC1)C1=CC(=CC(=N1)NC(COC)=O)C=1N=NN(C1)CC1=CC=CC(=N1)N1CCC(CC1)C(=O)O 1-[6-({4-[6-(m-cyanophenyl)-2-(2-methoxyacetylamino)-4-pyridinyl]-1H-1,2,3-triazol-1-yl}methyl)-2-pyridinyl]-4-piperidinecarboxylic acid